ClC1=NC=C(C(=C1)N1CCC(CC1)=O)C#CC=1C=NN(C1)C1CCOCC1 1-(2-chloro-5-((1-(tetrahydro-2H-pyran-4-yl)-1H-pyrazol-4-yl)ethynyl)pyridin-4-yl)piperidin-4-one